C1(=CC(=CC=C1)C1=C2C(=NC(=NC2=CC(=C1)[N+](=O)[O-])NN)NC)C1=CC=CC=C1 (biphenyl-3-yl)-2-hydrazinyl-N-methyl-7-nitroquinazolin-4-amine